2,7-Dibromo-9,9-dipropyl-9H-fluoren BrC1=CC=2C(C3=CC(=CC=C3C2C=C1)Br)(CCC)CCC